(R)-2-((tert-butoxycarbonyl)amino)-5,5,5-trifluoropentanoic acid C(C)(C)(C)OC(=O)N[C@@H](C(=O)O)CCC(F)(F)F